C(C)(C)(C)NC(=O)C1=CN(C2=NC=C(N=C21)N[C@@H]2C[C@@H](N(CC2)C(=O)OC(C)(C)C)C)COCC[Si](C)(C)C (2S,4S)-tert-Butyl 4-((7-(tert-butylcarbamoyl)-5-((2-(trimethylsilyl)ethoxy)methyl)-5H-pyrrolo[2,3-b]pyrazin-2-yl)amino)-2-methylpiperidine-1-carboxylate